2-(2-(4,4-dimethylcyclohexylidene)ethyl)-4,7-dihydro-1,3-dioxepine-13C CC1(CCC(CC1)=CC[13CH]1OCC=CCO1)C